ClS(=O)(=O)C1=C(C=CC=C1)C=1C(=CC=CC1)C1=CC=CC=C1 chlorosulfonyl-o-terphenyl